O=C1N(C2=CC=C(C=3C2=C1C=CC3)N3CCC(CC3)=O)C3C(NC(CC3)=O)=O 3-(2-oxo-6-(4-oxopiperidin-1-yl)benzo[cd]indol-1(2H)-yl)piperidine-2,6-dione